CC1CCC(CC1=O)=O 6-methylcyclohexane-1,3-dione